((1-acetyl-4-hydroxypyrrolidin-3-yl)methyl)-3-(5-chloro-4-(5,5-dimethyl-5,6-dihydro-4H-pyrrolo[1,2-b]pyrazol-3-yl)pyridin-2-yl)urea C(C)(=O)N1CC(C(C1)O)CNC(=O)NC1=NC=C(C(=C1)C1=C2N(N=C1)CC(C2)(C)C)Cl